OCCN(CCO)C(CO)(CO)CO bis(2-hydroxyethyl)aminotri(hydroxymethyl)methane